1-(difluoromethyl)-1H-imidazole-5-carbaldehyde FC(N1C=NC=C1C=O)F